4-(imidazo[4,5-b]pyridin-1-ylmethyl)phenylboronic acid N1(C=NC2=NC=CC=C21)CC2=CC=C(C=C2)B(O)O